4-(3-amino-4-(4-aminophenyl)-1-methyl-1H-pyrazolo[3,4-b]pyridin-6-yl)piperazin-2-one NC1=NN(C2=NC(=CC(=C21)C2=CC=C(C=C2)N)N2CC(NCC2)=O)C